N=1N=C(NC1)C1=CC=C(C=C1)C1=CN=C2C(=N1)N(C=N2)C(CN2CCOCC2)C 6-(4-(4H-1,2,4-Triazol-3-yl)phenyl)-1-(1-morpholinopropan-2-yl)-1H-imidazo[4,5-b]pyrazin